2-hexyloxy-6-hydroxymethyl-tetrahydro-pyran-3,5-diol C(CCCCC)OC1OC(C(CC1O)O)CO